(3-((6-fluoropyridin-2-yl)methoxy)pyridin-4-yl)methanamine FC1=CC=CC(=N1)COC=1C=NC=CC1CN